4-(1-(2-(dimethylamino)ethyl)-1H-pyrazol-5-yl)-N-((5-fluoro-2,3-dihydrobenzofuran-4-yl)methyl)-6-methoxy-2,7-naphthyridin-1-amine CN(CCN1N=CC=C1C1=CN=C(C2=CN=C(C=C12)OC)NCC1=C(C=CC2=C1CCO2)F)C